7-((tert-butyloxycarbonyl)amino)3-methyl-4-(tetrahydrofuran-3-yl)-3,4-dihydro-2H-benzo[b][1,4]Oxazine-6-carboxylic acid methyl ester COC(=O)C1=CC2=C(OCC(N2C2COCC2)C)C=C1NC(=O)OC(C)(C)C